5-fluoro-3-methylquinoxalin-2(1H)-one FC1=C2N=C(C(NC2=CC=C1)=O)C